ethyl N-(2-(1,7-naphthyridin-6-yl)-6,7-dihydro-5H-cyclopenta[d]pyrimidin-4-yl)-N-methylglycinate N1=CC=CC2=CC(=NC=C12)C=1N=C(C2=C(N1)CCC2)N(CC(=O)OCC)C